5-bromo-7-(difluoromethoxy)-1,3-dimethylquinolin-2(1H)-one BrC1=C2C=C(C(N(C2=CC(=C1)OC(F)F)C)=O)C